C1(=CC=CC=C1)COC1=CC(=C(C=C1)Br)CC 4-(Phenylmethoxy)-1-bromo-2-ethylbenzene